2-(2-(((6-methoxy-5-(3-(trimethylammonio)azetidin-1-yl)benzo[d]thiazol-2-yl)methyl)carbamoyl)-2,3-dihydro-1H-inden-2-yl)acetate COC1=CC2=C(N=C(S2)CNC(=O)C2(CC3=CC=CC=C3C2)CC(=O)[O-])C=C1N1CC(C1)[N+](C)(C)C